C1C=2N(CCN1)CCC2 hexahydropyrrolo-[1,2-a]pyrazin